di-tert.-butylperoxide C(C)(C)(C)OOC(C)(C)C